NC1=C(C=C2C=NC(=NC2=C1)N(C(=O)NC(C)(C)C)CCCC#C)C1=CC(=CC(=C1)OC)OC 1-(7-amino-6-(3,5-dimethoxyphenyl)quinazolin-2-yl)-3-(tert-butyl)-1-(pent-4-yn-1-yl)urea